ClC1=C(C=CC(=C1)Cl)C[C@@H](C[C@@H]([C@H](C(C)(C)C)O)N1N=CNC1=S)C 2-[(2S,4S,5S)-1-(2,4-dichloro-phenyl)-5-hydroxy-2,6,6-trimethylheptan-4-yl]-2,4-dihydro-3H-1,2,4-triazole-3-thione